C1(=CC=CC=C1)[C@H](C)N1C[C@@H](CCC1)NC(OC(C)(C)C)=O tert-butyl ((R)-1-((S)-1-phenylethyl)piperidin-3-yl)carbamate